C(COCCC#N)OCCC#N 3'-[1,2-ethanediylbis(oxy)]dipropionitrile